3-[4-(methylamino)pyrrolo[2,3-d]pyrimidin-7-yl]-5-{[(morpholin-2-ylmethyl)amino]methyl}cyclopentane-1,2-diol CNC=1C2=C(N=CN1)N(C=C2)C2C(C(C(C2)CNCC2CNCCO2)O)O